COCOC=1C(=CC2=CN(N=C2C1)C)C1=NC2=CC=C(C=C2C(=N1)C(NC)=O)N1C[C@@H](N([C@H](C1)C)C(=O)OC(C)(C)C)C tert-butyl (2S,6S)-4-{2-[6-(methoxymethoxy)-2-methylindazol-5-yl]-4-(methylcarbamoyl)quinazolin-6-yl}-2,6-dimethylpiperazine-1-carboxylate